N-[4-(3-[2-[(methylamino)methyl]pyridin-4-yl]phenyl)-1,3-thiazol-2-yl]acetamide CNCC1=NC=CC(=C1)C=1C=C(C=CC1)C=1N=C(SC1)NC(C)=O